4-(4-methylquinolin-2-yl)-3-phenylbutyronitrile CC1=CC(=NC2=CC=CC=C12)CC(CC#N)C1=CC=CC=C1